OC1(CC(C(C(C1)O)O)O)C(=O)O 1,3,4,5-tetrahydroxycyclohexanoic acid